(1R,4R)-4-(((2-((4-(6-oxa-2-azaspiro[3.4]octan-2-yl)phenyl)amino)-5-fluoro-pyrimidin-4-yl)oxy)methyl)cyclohexan C1N(CC12COCC2)C2=CC=C(C=C2)NC2=NC=C(C(=N2)OCC2CCCCC2)F